4-amino-7-cyclopropyl-1-(oxacyclohexan-3-yl)pyrido[2,3-d]pyrimidin-2-one NC=1C2=C(N(C(N1)=O)C1COCCC1)N=C(C=C2)C2CC2